C(C)(C)(C)OC(CN=CCC(C)(C)C)=O.N1=C(C=CC=C1)CC1=NC=CC=C1 di(2-pyridyl)methane tert-butyl-2-((3,3-dimethylbutylidene)amino)acetate